COC1=CC=C(C2=CC=CC=C12)C1=C(C=NO1)C1=CC(=CC=C1)OC 5-(4-methoxynaphthalene-1-yl)-4-(3-methoxyphenyl)isoxazole